N-(2-(1-chloro-9-oxo-6,7-dihydropyrido[3',4':4,5]pyrrolo[1,2-a]pyrazin-8(9H)-yl)ethyl)-3-(2-methyl-2H-tetrazol-5-yl)benzamide ClC1=NC=CC2=C1C=C1N2CCN(C1=O)CCNC(C1=CC(=CC=C1)C=1N=NN(N1)C)=O